Cl.N1[C@H](CCC1)C(C)(C)O (R)-2-(pyrrolidin-2-yl)propan-2-ol hydrochloride